[(1R)-2-(benzofuran-3-yl)-1-[(2-methoxyacetyl)amino]ethyl]boronic acid O1C=C(C2=C1C=CC=C2)C[C@H](NC(COC)=O)B(O)O